((3aR,6R,6aS)-6-(4-chloro-7H-pyrrolo[2,3-d]pyrimidin-7-yl)-2,2-dimethyl-6,6a-dihydro-3aH-cyclopenta[d][1,3]dioxol-4-yl)methanol ClC=1C2=C(N=CN1)N(C=C2)[C@@H]2C=C([C@@H]1[C@H]2OC(O1)(C)C)CO